5-(4-amino-2,6-dichlorophenoxy)-1-(3,4-difluorobenzyl)-1H-pyridin-2-one NC1=CC(=C(OC=2C=CC(N(C2)CC2=CC(=C(C=C2)F)F)=O)C(=C1)Cl)Cl